(E)-trimethyl-phenyl-butenone tert-Butyl-4-(3-((5-bromopyridin-2-yl)oxy)propyl)piperazine-1-carboxylate C(C)(C)(C)OC(=O)N1CCN(CC1)CCCOC1=NC=C(C=C1)Br.CC(=C(C(CC1=CC=CC=C1)=O)C)C